(2S,3S,8S,9S)-3-amino-9-methoxy-2,6,8-trimethyl-10-phenyldeca-4,6-dienoic acid N[C@H]([C@@H](C(=O)O)C)C=CC(=C[C@@H]([C@H](CC1=CC=CC=C1)OC)C)C